methyl 6-(hydroxymethyl)-4-((4-(10-phenyldec-1-yn-1-yl)phenyl)ethynyl)picolinate OCC1=CC(=CC(=N1)C(=O)OC)C#CC1=CC=C(C=C1)C#CCCCCCCCCC1=CC=CC=C1